salicylic acid tetrahydrofurfuryl ester C(C1CCCO1)OC(C=1C(O)=CC=CC1)=O